(2S,4R)-tert-butyl 2-(((4-amino-6-chloropyrimidin-5-yl)oxy)methyl)-4-fluoropyrrolidine-1-carboxylate NC1=NC=NC(=C1OC[C@H]1N(C[C@@H](C1)F)C(=O)OC(C)(C)C)Cl